C(C)N1C(N(C=2N=CN(C2C1=S)C)CC)=O 1,3-diethyl-7-methyl-6-thioxo-purin-2-one